3,4-dihydroxyl-2-butanone OC(C(C)=O)CO